5-cyclobutyl-1H-pyrazole-3-carbaldehyde C1(CCC1)C1=CC(=NN1)C=O